CN1N=C(C2=C1COCC2)B2OC(C(O2)(C)C)(C)C 1-methyl-3-(4,4,5,5-tetramethyl-1,3,2-dioxaborolan-2-yl)-1,4,5,7-tetrahydropyrano[3,4-c]pyrazole